C(C)(C)(C)[Si](OC1CN(CCC1)C1=C(C=C2C(=N1)N=C(S2)N2CCOCC2)[N+](=O)[O-])(C)C 4-(5-(3-((tertbutyldimethylsilyl)oxy)piperidin-1-yl)-6-nitrothiazolo[4,5-b]pyridin-2-yl)morpholine